C(C1=CC=CC=C1)OC1=C(OC=C(C1)C(NCC1=C(C=C(C=C1)F)F)=O)C(=O)[O-] 3-(benzyloxy)-5-((2,4-difluorobenzyl) carbamoyl)-4H-pyran-2-carboxylate